(S)-4-(3-(2-cyclopropoxypyridin-3-yl)pyrazolo[1,5-a]pyrimidin-5-yl)-1-((((S)-5-oxopyrrolidin-3-yl)oxy)carbonyl)piperazine-2-carboxylic acid C1(CC1)OC1=NC=CC=C1C=1C=NN2C1N=C(C=C2)N2C[C@H](N(CC2)C(=O)O[C@@H]2CNC(C2)=O)C(=O)O